C(C=C)(=O)O[C@H]1CN(CCC1)C=1C2=C(N=C(N1)OC[C@]13CCCN3C[C@@H](C1)F)C(=C(N=C2)C2=CC=CC1=CC=CC(=C21)CC=C)F (R)-1-(7-(8-allylnaphthalen-1-yl)-8-fluoro-2-(((2R,7aS)-2-fluorotetrahydro-1H-pyrrolizin-7a(5H)-yl)methoxy)pyrido[4,3-d]pyrimidin-4-yl)piperidin-3-yl acrylate